racemic-(2S,3R)-2-(benzyloxycarbonyl-amino)-3-methyl-pent-4-enoic acid C(C1=CC=CC=C1)OC(=O)N[C@H](C(=O)O)[C@@H](C=C)C |r|